N-(2-(4-carbamoylpiperidin-1-yl)-4-((4-(8-((2-(2,6-dioxopiperidin-3-yl)-1,3-dioxoisoindolin-4-yl)amino)octanoyl)piperazin-1-yl)methyl)phenyl)-2-morpholinooxazole-4-carboxamide C(N)(=O)C1CCN(CC1)C1=C(C=CC(=C1)CN1CCN(CC1)C(CCCCCCCNC1=C2C(N(C(C2=CC=C1)=O)C1C(NC(CC1)=O)=O)=O)=O)NC(=O)C=1N=C(OC1)N1CCOCC1